ClC=1C(=NC(=NC1)NC1CCOCC1)C=1C=C2C(N([C@@H](C2=CC1)OC)CC(=O)N[C@H](CO)C1=CC(=CC(=C1)OC)F)=O 2-[(1R)-5-{5-chloro-2-[(oxacyclohex-4-yl)amino]pyrimidin-4-yl}-1-methoxy-3-oxo-2,3-dihydro-1H-isoindol-2-yl]-N-[(1S)-1-(3-fluoro-5-methoxyphenyl)-2-hydroxyethyl]acetamide